2-[6-(Ethylamino)-4-[2-methyl-4-(4-methyl-1,2,4-triazol-3-yl)pyrazol-3-yl]pyridin-2-yl]-6-[(1,2-oxazol-4-yloxy)methyl]-4-(trifluoromethyl)-3H-isoindol-1-one C(C)NC1=CC(=CC(=N1)N1C(C2=CC(=CC(=C2C1)C(F)(F)F)COC=1C=NOC1)=O)C=1N(N=CC1C1=NN=CN1C)C